[Cl-].C[SiH](C1=CC=CC=C1)C dimethylphenyl-silane chloride